C[Si](C#CC1=CC2=CC=CC=C2C=C1)(C)C trimethyl-(naphthalen-2-ylethynyl)silane